N-(5-(2-hydroxypropan-2-yl)-4'-((4-(2-hydroxypropoxy)-6-(methylsulfonyl)pyridin-2-yl)amino)-[2,3'-bipyridin]-6'-yl)acetamide OC(C)(C)C=1C=CC(=NC1)C=1C=NC(=CC1NC1=NC(=CC(=C1)OCC(C)O)S(=O)(=O)C)NC(C)=O